tert-butyl (1-(2-(benzyloxy)-5-fluoropyridin-3-yl)-2-(2-hydroxyethyl)-cyclopropyl)carbamate C(C1=CC=CC=C1)OC1=NC=C(C=C1C1(C(C1)CCO)NC(OC(C)(C)C)=O)F